3-{[((R)-7-Benzyloxy-2,3-dihydro-benzo[1,4]dioxin-2-ylmethyl)-amino]-methyl}-piperidine-1-carboxylic acid tert-butyl ester C(C)(C)(C)OC(=O)N1CC(CCC1)CNC[C@@H]1COC2=C(O1)C=C(C=C2)OCC2=CC=CC=C2